tert-butyl [2-(aminomethyl)pyrrolidin-1-yl]carboxylate NCC1N(CCC1)C(=O)OC(C)(C)C